4-(3-((5-(Difluoromethyl)-2-((3-methyl-1-(1-methylpyrrolidin-3-yl)-1H-pyrazol-4-yl)amino)pyrimidin-4-yl)amino)propyl)-1,4-oxazepan-3-on FC(C=1C(=NC(=NC1)NC=1C(=NN(C1)C1CN(CC1)C)C)NCCCN1C(COCCC1)=O)F